OCC1CCC(CC1)C=1SC2=C(N1)C=C(C(=C2)N2C(C1=CC=CC=C1C=C2)=O)C(C)(C)O 2-[2-[4-(hydroxymethyl)cyclohexyl]-5-(1-hydroxy-1-methyl-ethyl)-1,3-benzothiazol-6-yl]isoquinolin-1-one